CC1=C(OC2=C(C=C(C=C2C1=O)C)C(C)NC(=O)NC=1C=NC=CC1)C=1C=NN(C1)C 1-(1-(3,6-dimethyl-2-(1-methyl-1H-pyrazol-4-yl)-4-oxo-4H-chromen-8-yl)ethyl)-3-(pyridin-3-yl)urea